ClC1=C(C=C(C=C1)NC(C1=NC=CC(=C1)C(F)(F)F)=O)C1=CC2=C(N=C(N=C2)NC2COC2)N2C1=NCC2 N-(4-chloro-3-(2-(oxetan-3-ylamino)-8,9-dihydroimidazo[1',2':1,6]pyrido[2,3-d]pyrimidin-6-yl)phenyl)-4-(trifluoromethyl)picolinamide